5-((1S)-1-(8-(1-(benzyloxy)ethyl)-6-chloro-4-cyclopropyl-1,1-dioxido-3,4-dihydro-2H-benzo[e][1,2,4]thiadiazin-2-yl)-2-(6-fluoro-2,3-dimethylphenyl)propyl)-1,3,4-oxadiazol-2(3H)-one C(C1=CC=CC=C1)OC(C)C1=CC(=CC=2N(CN(S(C21)(=O)=O)[C@@H](C(C)C2=C(C(=CC=C2F)C)C)C2=NNC(O2)=O)C2CC2)Cl